r-adipic acid C(CCCCC(=O)O)(=O)O